N=1C=NC=2C1CC(=CC2)C(=O)[O-] 1,3-benzodiazole-6-carboxylate